C(#N)C1=CC(=C(C(=O)Cl)C=C1)NC1=C(C=C(C=C1)I)F 4-cyano-2-((2-fluoro-4-iodophenyl)amino)benzoyl chloride